2,3-dihydrobenzo[b][1,4]dioxin-6-yl-1H-indole O1C2=C(OCC1)C=C(C=C2)N2C=CC1=CC=CC=C21